FC([N+](C(F)(F)F)(C(F)(F)F)C(C(C(C(C(C(C(C(C(C(F)(F)F)(F)F)(F)F)(F)F)(F)F)(F)F)(F)F)(F)F)(F)F)(F)F)(F)F perfluorodecyltrimethylammonium